CN1C(N(C2=C1C(=CC=C2)CCCCOCCCCNC)C2C(NC(CC2)=O)=O)=O 3-[3-Methyl-4-[4-[4-(methylamino)butoxy]butyl]-2-oxo-benzimidazol-1-yl]piperidine-2,6-dione